O-formyl-5'-O-TBDMS-thymidine C(=O)O[C@H]1C[C@@H](O[C@@H]1CO[Si](C)(C)C(C)(C)C)N1C(=O)NC(=O)C(C)=C1